C(C)[C@@H]1N(C[C@H](N(C1)C(C)C1=CC2=C(N=CS2)C=C1F)CC)C=1C=2C(N(C(C1)=O)C)=CN(N2)CC#N 2-(7-((2S,5R)-2,5-diethyl-4-(1-(5-fluorobenzo[d]thiazol-6-yl)ethyl)piperazin-1-yl)-4-methyl-5-oxo-4,5-dihydro-2H-pyrazolo[4,3-b]pyridin-2-yl)acetonitrile